C(C)(C)(C)OC(=O)N1[C@@H](CN(CC1)CCOC1=C(C=C(C=C1)NC(C)(C)C#N)CC)C (R)-4-(2-(4-((2-cyanoprop-2-yl)amino)-2-ethylphenoxy)ethyl)-2-methylpiperazine-1-carboxylic acid tert-butyl ester